C(C)C1=C(C=C(C(=C1C)OC(C)C)C)O 2-ethyl-3,5-dimethyl-4-isopropoxyphenol